C(C1CC(C(CC1)N)C)C1CC(C(CC1)N)C 4,4'-Methylenbis(2-Methylcyclohexylamin)